di(4-toluyl) sulfide C1(=CC=C(C=C1)SC1=CC=C(C=C1)C)C